hexynyl-lithium C(#CCCCC)[Li]